BrC=1C=2C(N=C3N(C2C=CC1)C1=CC(=CC=C1C31CCCCC1)C1CCC(CC1)C=O)=O 4-(4'-bromo-5'-oxo-5'H-spiro[cyclohexane-1,7'-indolo[1,2-a]quinazolin]-10'-yl)cyclohexane-1-carbaldehyde